N-((1RS,2RS)-2-hydroxycyclohexyl)-5-(2-methyl-4-phenoxyphenyl)-4-oxo-4,5-dihydro-3H-1-thia-3,5,8-triazaacenaphthylene-2-carboxamide O[C@H]1[C@@H](CCCC1)NC(=O)C=1SC=2N=CC=C3N(C(NC1C23)=O)C2=C(C=C(C=C2)OC2=CC=CC=C2)C |r|